Tert-butyl (1R,3s,5S)-3-(3-chloro-4-(2-(2-methylthieno[2,3-d]pyrimidin-4-yl)cyclopropyl)benzamido)-1,5-dimethyl-8-azabicyclo[3.2.1]octane-8-carboxylate ClC=1C=C(C(=O)NC2C[C@]3(CC[C@@](C2)(N3C(=O)OC(C)(C)C)C)C)C=CC1C1C(C1)C=1C3=C(N=C(N1)C)SC=C3